C(C1=CC=CC=C1)SC=1C=C(C(=O)OC)C=CC1OC methyl 3-benzylsulfanyl-4-methoxy-benzoate